3-(5-(5-(2-((3r,5r,7r)-adamantan-1-yl)ethyl)-2,5-diazabicyclo[2.2.2]octan-2-yl)-2-methyl-4-oxoquinazolin-3(4H)-yl)piperidine-2,6-dione C12(CC3CC(CC(C1)C3)C2)CCN2C3CN(C(C2)CC3)C3=C2C(N(C(=NC2=CC=C3)C)C3C(NC(CC3)=O)=O)=O